N1=CN=C(C2=C1NC=C2)N2CCSC(=C2)C(=O)N2C[C@@H]1[C@H](CC2)CCN1C (4-(7H-pyrrolo[2,3-d]pyrimidin-4-yl)-3,4-dihydro-2H-1,4-thiazin-6-yl)((3aS,7aS)-1-methyloctahydro-6H-pyrrolo[2,3-c]pyridin-6-yl)methanone